2-(3-bromobut-1-ynyl)-5-[3-[(5-bromo-2-pyridinyl)oxy]cyclobutoxy]pyridine BrC(C#CC1=NC=C(C=C1)OC1CC(C1)OC1=NC=C(C=C1)Br)C